OC=1C=C(C(=O)O)C=CC1O ls-3,4-dihydroxybenzoic acid